(R)-1-(3-(1-(4-(2-fluoro-3-methoxyphenoxy)phenyl)imidazo[1,5-a]pyrazin-3-yl)pyrrolidin-1-yl)but-2-yn-1-one FC1=C(OC2=CC=C(C=C2)C=2N=C(N3C2C=NC=C3)[C@H]3CN(CC3)C(C#CC)=O)C=CC=C1OC